Ethyl (Z)-5-(4-(2-(2-(2-(2-aminoethoxy)ethoxy)ethoxy)ethoxy)-3-hydroxybenzylidene)-4-oxo-2-(phenylamino)-4,5-dihydrothiophene-3-carboxylate formate C(=O)O.NCCOCCOCCOCCOC1=C(C=C(\C=C/2\C(C(=C(S2)NC2=CC=CC=C2)C(=O)OCC)=O)C=C1)O